Tert-butyl (12aS)-10-chloro-11-methyl-9-(5-methyl-1H-indazol-4-yl)-6-oxo-3,4,6,11,12,12a-hexahydropyrazino[2,1-c][1,4]benzodiazepine-2(1H)-carboxylate ClC1=C(C=CC=2C(N3[C@@H](CN(C21)C)CN(CC3)C(=O)OC(C)(C)C)=O)C3=C2C=NNC2=CC=C3C